azabicyclo[3.3.0]octane-3-carboxylic acid benzyl ester hydrochloride Cl.C(C1=CC=CC=C1)OC(=O)C1CN2CCCC2C1